(3α,5α)-19-Methoxy-3-(methoxymethoxy)-androst-16-ene-17-carbonitrile COC[C@]12CC[C@H](C[C@@H]1CC[C@H]1[C@@H]3CC=C([C@@]3(C)CC[C@H]21)C#N)OCOC